C(C)(C)(C)OC(=O)N1CC(C(CC1)CC(N[C@H]1CN(C[C@H]1C)C1=C2N=CC=NC2=C(C=C1)C#N)=O)(F)F 4-([[(3r,4r)-1-(8-cyanoquinoxalin-5-yl)-4-methylpyrrolidin-3-yl]carbamoyl]methyl)-3,3-difluoropiperidine-1-carboxylic acid tert-butyl ester